NC=1C=NC(=NC1)C1(CC1)N1CCN(CC1)C(=O)OC(C)(C)C tert-butyl 4-[1-(5-aminopyrimidin-2-yl)cyclopropyl]piperazine-1-carboxylate